NCC1=C(C=O)C(=CC=C1)OC1CC1 2-(AMINOMETHYL)-6-CYCLOPROPOXYBENZALDEHYDE